C(#N)C1=C(OC=2C=C3C(N(C=NC3=CC2)[C@H]2COC3(C2)CCC(CC3)=O)=O)C(=CC=C1NS(N(C)CCO)(=O)=O)F 6-[2-cyano-6-fluoro-3-[[2-hydroxyethyl(methyl)sulfamoyl]amino]phenoxy]-4-oxo-3-[(3R)-8-oxo-1-oxaspiro[4.5]decan-3-yl]quinazoline